CC1=CC(=NC(=C1)C)C1=C(C=CC=C1)S(=O)(=O)N (4,6-dimethylpyridin-2-yl)benzenesulfonamide